6-(7-(3,6-dihydro-2H-pyran-4-yl)imidazo[1,2-b]pyridazin-3-yl)isoquinoline O1CCC(=CC1)C1=CC=2N(N=C1)C(=CN2)C=2C=C1C=CN=CC1=CC2